C(C)OC1C(C(NO1)=O)(C)C 5-ethoxy-4,4-dimethyl-isoxazolidin-3-one